2-methoxy-3-(1-methyl-1H-1,2,4-triazol-3-yl)aniline COC1=C(N)C=CC=C1C1=NN(C=N1)C